1-[(1S,2R)-1-hydroxy-2-[(5R)-5H-imidazo[4,3-a]isoindol-5-yl]-8-azaspiro[4.5]decan-8-yl]ethan-1-one O[C@H]1[C@H](CCC12CCN(CC2)C(C)=O)[C@H]2N1C(C3=CC=CC=C23)=CN=C1